Ethyl 1-((2-Chloro-5-nitropyrimidin-4-yl)amino)cyclopropane-1-carboxylate ClC1=NC=C(C(=N1)NC1(CC1)C(=O)OCC)[N+](=O)[O-]